2-(2-chloro-4-(2-(4-methylpiperazin-1-yl)ethoxy)phenyl)-1-(3-chlorobenzyl)-5-methoxy-1H-benzo[d]imidazole ClC1=C(C=CC(=C1)OCCN1CCN(CC1)C)C1=NC2=C(N1CC1=CC(=CC=C1)Cl)C=CC(=C2)OC